F[C@H]1CN(CC1)C=1N=CC(=NC1)N1N=C2C(=C1)C(N(C2)C=2C=NC=CC2)=O (R)-2-(5-(3-fluoropyrrolidin-1-yl)pyrazin-2-yl)-5-(pyridin-3-yl)-5,6-dihydropyrrolo[3,4-c]pyrazol-4(2H)-one